C(CC)N(CCCCC(=O)OCC1=CC=CC=C1)CCC benzyl 5-(dipropylamino)pentanoate